N-(3-(5-(2,6-dichloro-3,5-dimethoxyphenethyl)-1H-pyrazol-3-ylamino)phenyl)but-2-ynylamide ClC1=C(CCC2=CC(=NN2)NC=2C=C(C=CC2)CC#CC[NH-])C(=C(C=C1OC)OC)Cl